pentadecyl tosylate S(=O)(=O)(OCCCCCCCCCCCCCCC)C1=CC=C(C)C=C1